OC1=C(C=C(C=C1)NC(=O)NC=1SC2=C(N1)C=CC(=C2)C(=O)O)C(F)(F)F 2-({[4-hydroxy-3-(trifluoromethyl)phenyl]carbamoyl}amino)-1,3-benzothiazole-6-carboxylic acid